OCC1=NC=2C=C3C(=CC2C(=C1)C)OC([C@@H]([C@H]3NCCC3=CC=CC=C3)O)(C)C (3R,4S)-7-hydroxymethyl-2,2,9-trimethyl-4-(phenethyl-amino)-3,4-dihydro-2H-pyrano[2,3-g]quinoline-3-ol